N1CC(C1)CNC=1C=NC2=CC=C(N=C2C1)C=1C(=NNC1)C1=NC(=CC=C1)C N-(azetidin-3-ylmethyl)-6-[3-(6-methyl-2-pyridyl)-1H-pyrazol-4-yl]-1,5-naphthyridin-3-amine